rel-4-((2s,3r,5r)-3-(3,4-difluoro-2-methoxyphenyl)-5-(methoxymethyl)-5-methyltetrahydrofuran-2-carboxamido)pyridineamide FC=1C(=C(C=CC1F)[C@@H]1[C@H](O[C@@](C1)(C)COC)C(=O)NC1=CC(=NC=C1)C(=O)N)OC |o1:8,9,11|